FC(C1=C(C=CC=C1)C1=C(C=2N=C(N=CC2C=N1)OCC12CCCN2CCC1)F)F 7-(2-(difluoromethyl)phenyl)-8-fluoro-2-((hexahydro-1H-pyrrolizin-7a-yl)methoxy)pyrido[4,3-d]pyrimidine